2-hydroxy-2-(imidazo[1,2-a]pyridin-6-yl)acetic acid OC(C(=O)O)C=1C=CC=2N(C1)C=CN2